C(C)OC(=O)C=1OC2=C(C1C)C=C(C=C2)S(N(CC)C2=C(C=C(C=C2)Cl)CN(C(C2=C(C=CC=C2)Cl)=O)CC=2OC=CC2)(=O)=O 5-(N-(4-chloro-2-((2-chloro-N-(furan-2-ylmethyl)benzamido)methyl)phenyl)-N-ethylsulfamoyl)-3-Methylbenzofuran-2-carboxylic acid ethyl ester